2-(8-Amino-3-isopropylimidazo[1,5-a]pyrazin-1-yl)-3-chloro-N-methyl-1H-indole-6-carboxamide NC=1C=2N(C=CN1)C(=NC2C=2NC1=CC(=CC=C1C2Cl)C(=O)NC)C(C)C